2,4,5-trifluoroanilinediazonium FC1=C(N[N+]#N)C=C(C(=C1)F)F